FC1=C(C(=CC=C1)F)C=1C=C(C=NC1)NC1=NC=NC2=CC(=C(C=C12)NC(C=C)=O)O[C@H]1CN(CC1)C (R)-N-(4-((5-(2,6-difluorophenyl)pyridin-3-yl)amino)-7-((1-methylpyrrolidin-3-yl)oxy)quinazolin-6-yl)acrylamide